3-(5-((4-((4-isopropylpiperidin-1-yl)methyl)benzyl)amino)-2-methyl-4-oxoquinazolin-3(4H)-yl)piperidine-2,6-dione C(C)(C)C1CCN(CC1)CC1=CC=C(CNC2=C3C(N(C(=NC3=CC=C2)C)C2C(NC(CC2)=O)=O)=O)C=C1